FC(C(=O)O)(F)F.N1=CC=C(C2=CC=CC=C12)C(=O)N quinoline-4-carboxamide trifluoroacetate salt